nickel-iron manganate [Mn](=O)(=O)([O-])[O-].[Fe+2].[Ni+2].[Mn](=O)(=O)([O-])[O-]